5-(benzyloxy)-N-(1,3-dihydroxy-2-methylpropan-2-yl)-2-methyl-2H-indazole-3-carboxamide C(C1=CC=CC=C1)OC1=CC2=C(N(N=C2C=C1)C)C(=O)NC(CO)(CO)C